4-(2-cyclopropyl-1H-imidazol-5-yl)aniline C1(CC1)C=1NC(=CN1)C1=CC=C(N)C=C1